4-{4-methoxy-3-methyl-3H-thieno[3,2-e]indazole-7-carbonyl}morpholine COC1=CC2=C(C=3C=NN(C13)C)C=C(S2)C(=O)N2CCOCC2